1,2-dichlorovinylene carbonate C1(OC(=C(Cl)O1)Cl)=O